5-((3-Benzhydryl-3,8-diazabicyclo[3.2.1]octan-8-yl)methyl)-2-(2,4-dioxotetrahydropyrimidin-1(2H)-yl)isoindoline-1,3-dione C(C1=CC=CC=C1)(C1=CC=CC=C1)N1CC2CCC(C1)N2CC=2C=C1C(N(C(C1=CC2)=O)N2C(NC(CC2)=O)=O)=O